2-((6-(4-(aminomethyl)-4-hydroxypiperidin-1-yl)-3,5-dicyano-4-ethylpyridin-2-yl)thio)-2-phenylacetamide NCC1(CCN(CC1)C1=C(C(=C(C(=N1)SC(C(=O)N)C1=CC=CC=C1)C#N)CC)C#N)O